C(CCC)OC=1C=C(C=C(C1)CNCCCNCCCNC(OC(C)(C)C)=O)CNCCCNCCCNC(OC(C)(C)C)=O di-tert-butyl ((((((5-butoxy-1,3-phenylene)bis(methylene))bis(azanediyl))bis(propane-3,1-diyl))bis(azanediyl))-bis(propane-3,1-diyl))dicarbamate